C(CCCCCCCCCCCCCCC)C([C@@]1([C@]([C@@]([C@](C(O)(O1)CCCCCCCCCCCCCCCC)(N(CCCCCCCCCCCCCCCC)CCCCCCCCCCCCCCCC)CCCCCCCCCCCCCCCC)(O)CCCCCCCCCCCCCCCC)(O)CCCCCCCCCCCCCCCC)CCCCCCCCCCCCCCCC)(O)CCCCCCCCCCCCCCCC noNacetylglucosamine